3-ethylbenzothiazolinesulfonic acid diammonium salt [NH4+].[NH4+].C(C)N1C(SC2=C1C=CC=C2)S(=O)(=O)[O-].C(C)N2C(SC1=C2C=CC=C1)S(=O)(=O)[O-]